CN(CCCCCCCC)C Dimethyl-n-octylamine